NC(CC)(CC)N Diaminopentan